4-(4-hydroxy-4-methyl-pentyl)cyclohexene-1-carboxaldehyde OC(CCCC1CC=C(CC1)C=O)(C)C